8-bromo-guanosine BrC=1N([C@H]2[C@H](O)[C@H](O)[C@@H](CO)O2)C=2N=C(NC(C2N1)=O)N